O1C(=NN=C1)N1CC2(C1)OC[C@H](C2)N2CCC(CC2)C2=C(C=CC(=C2)F)C2CCC(CC2)O (1S,4r)-4-(2-(1-((S)-2-(1,3,4-oxadiazol-2-yl)-5-oxa-2-azaspiro[3.4]octan-7-yl)piperidin-4-yl)-4-fluorophenyl)cyclohexan-1-ol